dimethyl-3-nonyldocosa-13,16-dien-1-amine CC(CC(CCCCCCCCCC=CCC=CCCCCC)CCCCCCCCC)(N)C